C(CCCCCCCCCCCCCCC)(=O)[O-].[K+].C(CCCCCCCCCCCCCCCCC)(=O)[O-].[Ba+2] Barium stearat Kalium palmitat